BrC=1C=C2COC(C2=C(C1)F)=O 5-bromo-7-fluoroisobenzofuran-1(3H)-one